1-(7-(2-aminobenzo[d]-thiazol-4-yl)-6-chloro-8-fluoro-2-(((S)-1-methyl-pyrrolidin-2-yl)methoxy)-quinazolin-4-yl)azepan-3-ol NC=1SC2=C(N1)C(=CC=C2)C2=C(C=C1C(=NC(=NC1=C2F)OC[C@H]2N(CCC2)C)N2CC(CCCC2)O)Cl